butyl 2-((2-cyano-5H-dibenzo[b,f]azepin-5-yl)methyl)pyrimidine-5-carboxylate C(#N)C1=CC2=C(N(C3=C(C=C2)C=CC=C3)CC3=NC=C(C=N3)C(=O)OCCCC)C=C1